C(#N)C=1C=C2C(=NC1)N(C=C2)C(=O)NC2=CC1=CN(N=C1C=C2OC)C2CCC(CC2)CO 5-cyano-N-[2-[4-(hydroxymethyl)cyclohexyl]-6-methoxy-indazol-5-yl]pyrrolo[2,3-b]pyridine-1-carboxamide